N-(1-((1S,2R)-2-fluorocyclopropyl)-2-oxo-1,2-dihydropyridin-3-yl)-7-isopropoxy-2-((1R,4S)-1-(methoxymethyl)-2-oxabicyclo[2.2.1]heptan-4-yl)imidazo[1,2-a]pyrimidine-6-carboxamide F[C@H]1[C@H](C1)N1C(C(=CC=C1)NC(=O)C=1C(=NC=2N(C1)C=C(N2)[C@]21CO[C@](CC2)(C1)COC)OC(C)C)=O